COC(=O)C1=NNC(=C1)C1=CC(=CC=C1)OCC(C)C 5-[3-(2-methylpropoxy)phenyl]-1H-pyrazole-3-carboxylic acid methyl ester